(2S,4R)-1-[(2S)-2-(4-cyclopropyltriazol-1-yl)-3,3-dimethyl-butanoyl]-N-[3-(dimethylamino)-4-methyl-pentyl]-4-hydroxy-pyrrolidine-2-carboxamide C1(CC1)C=1N=NN(C1)[C@H](C(=O)N1[C@@H](C[C@H](C1)O)C(=O)NCCC(C(C)C)N(C)C)C(C)(C)C